3-((3,5-dimethyl-4-oxo-3,4-dihydroquinazolin-6-yl)amino-2,4-difluorophenyl)propane-1-sulfonamide CN1C=NC2=CC=C(C(=C2C1=O)C)NC=1C(=C(C=CC1F)CCCS(=O)(=O)N)F